(4R)-3-(2-chloropyrimidin-4-yl)-4-[(1S)-1-fluoroethyl]oxazolidin-2-one ClC1=NC=CC(=N1)N1C(OC[C@@H]1[C@H](C)F)=O